CC1SCC(SC1)C 2,5-dimethyl-1,4-dithiane